N-Cyclopropyl-2-[6-(2-fluoro-6-methoxy-phenyl)-2-oxo-3H-imidazo[4,5-b]pyridin-1-yl]acetamide C1(CC1)NC(CN1C(NC2=NC=C(C=C21)C2=C(C=CC=C2OC)F)=O)=O